bis(tert-butylcyclohexyl)peroxydicarbonate C(C)(C)(C)C1(CCCCC1)OC(=O)OOC(=O)OC1(CCCCC1)C(C)(C)C